tert-butyl N-((2R,5S)-5-(dimethylcarbamoyl)pyrrolidine-2-carbonyl)-N-methyl-L-valinate CN(C(=O)[C@@H]1CC[C@@H](N1)C(=O)N([C@@H](C(C)C)C(=O)OC(C)(C)C)C)C